formylmethylphosphine oxide C(=O)P(C)=O